3-[3-(3-fluoro-5-methylphenyl)-4-[3-(morpholin-3-yl)azetidin-1-yl]quinolin-6-yl]-2-hydroxybenzonitrile FC=1C=C(C=C(C1)C)C=1C=NC2=CC=C(C=C2C1N1CC(C1)C1NCCOC1)C=1C(=C(C#N)C=CC1)O